NC1=C(C(=NC=N1)C=1C(=C(C=C(C1)F)NC(C1=C(C=C(C=C1)C1CC1)F)=O)C)OCCN(C)C#CC (E)-N-(3-(6-amino-5-(2-(N-methylpropynylamino)ethoxy)pyrimidin-4-yl)-5-fluoro-2-methylphenyl)-4-cyclopropyl-2-fluorobenzamide